nickel-iron cerium [Ce].[Fe].[Ni]